5-(1-isopropyl-2-methyl-1H-imidazo[4,5-b]pyridin-6-yl)-N-(2-methoxyethyl)pyrrolo[2,1-f][1,2,4]triazin-2-amine C(C)(C)N1C(=NC2=NC=C(C=C21)C=2C=CN1N=C(N=CC12)NCCOC)C